(1R,5S)-1-(4-bromophenyl)-3-methyl-3-azabicyclo[3.1.0]hexane BrC1=CC=C(C=C1)[C@@]12CN(C[C@H]2C1)C